ClC=1N=C(SC1NC(C[C@H](C(=O)N[C@H]1C2=C(CN3N(C1=O)CCC3)C=CC=C2)C)=O)C2=NN(C=C2)C (R)-N4-(4-Chloro-2-(1-methyl-1H-pyrazol-3-yl)thiazol-5-yl)-2-methyl-N1-((S)-11-oxo-2,3,10,11-tetrahydro-1H,5H-benzo[d]pyrazolo[1,2-a][1,2]diazepin-10-yl)succinamid